C(C)(C)(C)OC(=O)N1CC2(C1)CC(C2)C=2OC(=NN2)[C@@]21CN(C[C@]1(C2)C(F)(F)F)C2=C1C=CC=NC1=C(C=C2)C#N 6-(5-((1S,5R)-3-(8-cyanoquinolin-5-yl)-5-(trifluoromethyl)-3-azabicyclo[3.1.0]hexan-1-yl)-1,3,4-oxadiazol-2-yl)-2-azaspiro[3.3]heptane-2-carboxylic acid tert-butyl ester